C(C)(=O)O[C@H]1[C@@H](O[C@@H]([C@H]([C@@H]1OC(C)=O)OC(C)=O)C(=O)OC)OC1=C(C=C(C=C1)[C@@H](CNC(=O)OC(C)(C)C)OC(=O)OC1=CC=C(C=C1)[N+](=O)[O-])[N+](=O)[O-] (2S,3R,4S,5S,6S)-2-(4-((S)-2-((tert-butoxycarbonyl)amino)-1-(((4-nitrophenoxy)carbonyl)oxy)ethyl)-2-nitrophenoxy)-6-(methoxycarbonyl)tetrahydro-2H-pyran-3,4,5-triyl triacetate